1-cyano-3-phenyl-2,3-dihydroindolizine ethyl-7-cyclobutyl-2-methoxy-8-(5-phenyl-1,3,4-oxadiazol-2-yl)quinoline-3-carboxylate C(C)OC(=O)C=1C(=NC2=C(C(=CC=C2C1)C1CCC1)C=1OC(=NN1)C1=CC=CC=C1)OC.C(#N)C=1CC(N2C=CC=CC12)C1=CC=CC=C1